C(=O)(OC(C)(C)C)N([C@@H](C)C(=O)O)C1=CC=C(C=C1)N Boc-L-4-aminophenyl-alanine